2-(hydroxymethyl)tetrahydro-2H-pyran-3-ol OCC1OCCCC1O